N-(5-(phenylthio)-1,3,4-thiadiazol-2-yl)-2-((4-oxo-1-phenyl-4,5-dihydro-1H-pyrazolo[3,4-d]pyrimidin-6-yl)thio)acetamide C1(=CC=CC=C1)SC1=NN=C(S1)NC(CSC=1NC(C2=C(N1)N(N=C2)C2=CC=CC=C2)=O)=O